C12C(=C(C(CC1)C2)C(=O)O)C(=O)O Norbornene-2,3-dicarboxylic acid